2,6,7-trihydroxy-9-(2-hydroxyphenyl)xanthen-3-one OC1=CC2=C(C3=CC(=C(C=C3OC2=CC1=O)O)O)C1=C(C=CC=C1)O